COC=1C=C(C=C2C=C(NC12)C([2H])([2H])[2H])C(=O)OC Methyl 7-methoxy-2-(methyl-d3)-1H-indole-5-carboxylate